(E)-2-(2,6-dioxopiperidin-3-yl)-5-(4-(2-(1-(4-(1-(4-hydroxyphenyl)-2-phenylbut-1-en-1-yl)phenyl)piperidin-4-yl)ethyl)piperazin-1-yl)isoindoline-1,3-dione O=C1NC(CCC1N1C(C2=CC=C(C=C2C1=O)N1CCN(CC1)CCC1CCN(CC1)C1=CC=C(C=C1)/C(=C(/CC)\C1=CC=CC=C1)/C1=CC=C(C=C1)O)=O)=O